CSC1=NC=C(C=N1)C(=O)N 2-(methylsulfanyl)pyrimidine-5-carboxamide